FC1(CC(C1)[C@@H](O)C1=CC=2C(=NC(=CC2)C=2C=C3C(=NC2)NN=C3)S1)F (R)-(3,3-difluorocyclobutyl)(6-(1H-pyrazolo[3,4-b]pyridin-5-yl)thieno[2,3-b]pyridin-2-yl)methanol